nickel-sodium hexaphenylcyclohexanolate C1(=CC=CC=C1)C1C(C(C(CC1)([O-])C1=CC=CC=C1)(C1=CC=CC=C1)C1=CC=CC=C1)(C1=CC=CC=C1)C1=CC=CC=C1.[Na+].[Ni+2].C1(=CC=CC=C1)C1C(C(C(CC1)([O-])C1=CC=CC=C1)(C1=CC=CC=C1)C1=CC=CC=C1)(C1=CC=CC=C1)C1=CC=CC=C1.C1(=CC=CC=C1)C1C(C(C(CC1)([O-])C1=CC=CC=C1)(C1=CC=CC=C1)C1=CC=CC=C1)(C1=CC=CC=C1)C1=CC=CC=C1